1H-pyrrolo[3,2-b]pyridine-7-carboxylic acid N1C=CC2=NC=CC(=C21)C(=O)O